4-CYANO-3-(TRIFLUOROMETHYL)PHENYLBORONIC ACID C(#N)C1=C(C=C(C=C1)B(O)O)C(F)(F)F